C(C(=C)C)(=O)OC1=C(C=CC=C1C(C)(C)C)C(C)(C)C 2,6-di-t-butylphenyl methacrylate